tert-Butyl 2-(2-((tert-butoxycarbonyl)(6-chloropyridin-2-yl)amino)ethyl)hydrazine-1-carboxylate C(C)(C)(C)OC(=O)N(CCNNC(=O)OC(C)(C)C)C1=NC(=CC=C1)Cl